CC([C@@H](C(=O)N1[C@@H](C[C@H](C1)O)C(=O)NC)N1N=NC(=C1)CCN1CCN(CC1)S(=O)(=O)C)(C)C (2S,4r)-1-[(2S)-3,3-dimethyl-2-[4-[2-(4-methylsulfonylpiperazin-1-yl)ethyl]triazol-1-yl]butyryl]-4-hydroxy-N-methyl-pyrrolidine-2-carboxamide